4-(4-(5-((2-methoxyethoxy)methyl)-7-((tetrahydro-2H-pyran-4-yl)amino)-1H-indol-2-yl)phenyl)-2-methylbutan-3-yn-2-ol COCCOCC=1C=C2C=C(NC2=C(C1)NC1CCOCC1)C1=CC=C(C=C1)C#CC(C)(O)C